N-((4-methoxyphenyl)sulfonyl)glycine COC1=CC=C(C=C1)S(=O)(=O)NCC(=O)O